C(C(=C)C)(=O)OC1=C(C(=C(C=C1)CC(C)C1=C(C(=C(C(=C1)OCC)OC(C(=C)C)=O)OCC)OCC)OCCC)OCCC (4-methacryloxydipropoxyphenyl)-2-(4-methacryloxytriethoxyphenyl)propane